COC1=CC=C(CN2C(N(CCC2=O)C2=CC=C3CCN(CC3=C2)C(=O)OC(C)(C)C)=O)C=C1 tert-Butyl 7-(3-(4-methoxybenzyl)-2,4-dioxotetrahydropyrimidin-1(2H)-yl)-3,4-dihydroisoquinoline-2(1H)-carboxylate